(S)-5-Amino-pyridin-3-yl 4-(4-chloro-3-isopropoxy-benzyl)-2-methylpiperazine-1-carboxylate ClC1=C(C=C(CN2C[C@@H](N(CC2)C(=O)OC=2C=NC=C(C2)N)C)C=C1)OC(C)C